(S)-1,3-oxazolidin O1CNCC1